C(C)OC(=O)C1SCC(N1C1=CC=C(C=C1)C)C1=CC=CC=C1 3-(4-methylphenyl)-4-phenylthiazolidine-2-carboxylic acid ethyl ester